CC(C)(C)[Si](OC1=C(C=C(C=C1)C#C)OC)(C)C 1-{[(1,1-dimethylethyl)dimethylsilyl]oxy}-4-ethynyl-2-methoxybenzene